FS(=O)(=O)OC1=CC(=CC=C1)NC(C)=O 3-Acetamidophenyl fluorosulfonate